ClC1=CC=C(C(=C1C#N)N1CCC(CC1)C1=NN=CN1C)C=1C=NC(=CC1)F 6-chloro-3-(6-fluoropyridin-3-yl)-2-(4-(4-methyl-4H-1,2,4-triazol-3-yl)piperidin-1-yl)benzonitrile